N-(2-((1S,3S,5S)-3-cyano-2-azabicyclo[3.1.0]hex-2-yl)-2-oxoethyl)-6-(1-hydroxyethyl)quinoline-4-carboxamide C(#N)[C@H]1N([C@H]2C[C@H]2C1)C(CNC(=O)C1=CC=NC2=CC=C(C=C12)C(C)O)=O